2-[3-(benzyloxy)phenyl]-N-phenylacetamide C(C1=CC=CC=C1)OC=1C=C(C=CC1)CC(=O)NC1=CC=CC=C1